7-((4-(2-fluoro-6-(methylcarbamoyl)pyridin-3-yl)piperazin-1-yl)methyl)-6-fluoro-2-chloropyrazolo[1,5-a]quinoxalin-4(5H)-one FC1=NC(=CC=C1N1CCN(CC1)CC=1C(=C2NC(C=3N(C2=CC1)N=C(C3)Cl)=O)F)C(NC)=O